S1C(=C(C=C1)CN)C=1SC=CC1 bithiophenemethylamine